OCC1=CC=C(COC2=C(C(C(=O)OC)=CC=C2)C(=O)OC)C=C1 Dimethyl 3-(4-(hydroxymethyl)benzyloxy)phthalate